C(C)NCC(=O)O N-ethyl-glycine